N,N-Diethylbenzylamine C(C)N(CC)CC1=CC=CC=C1